COC(=O)C1(CC2=CC=CC=C2C1)NC([C@H](CC(C)C)NC(=O)OC(C)(C)C)=O (S)-2-(2-((tert-butoxycarbonyl)amino)-4-methylpentanamido)-2,3-dihydro-1H-indene-2-carboxylic acid methyl ester